3-[6-(5-quinolyl)imidazo[1,2-b]pyridazin-3-yl]phenol N1=CC=CC2=C(C=CC=C12)C=1C=CC=2N(N1)C(=CN2)C=2C=C(C=CC2)O